1-(2-(1H-indol-3-yl)ethyl)-6,7-dimethoxy-1,2,3,4-tetrahydroisoquinoline N1C=C(C2=CC=CC=C12)CCC1NCCC2=CC(=C(C=C12)OC)OC